BrC1=C(C=CC(=C1)OC(F)(F)F)OCOC 2-bromo-1-(methoxymethoxy)-4-(trifluoromethoxy)benzene